BrC=1C(=NN2C1CO[C@H]([C@@H]2C)C)C2=CC=C(C=C2)F |r| (Racemic)-trans-3-bromo-2-(4-fluorophenyl)-6,7-dimethyl-6,7-dihydro-4H-pyrazolo[5,1-c][1,4]oxazine